C(C1=CC=CC=C1)NC(CCCCCCCCCCCCCCC)=O N-benzyl-hexadecanamide